1-(2,5-dimethylphenyl)-2-(1H-imidazol-1-yl)ethan-1-ol CC1=C(C=C(C=C1)C)C(CN1C=NC=C1)O